6-((1r,4r)-4-phenylcyclohexyl)-5-(3-(trifluoromethyl)benzyl)pyrimidine C1(=CC=CC=C1)C1CCC(CC1)C1=C(C=NC=N1)CC1=CC(=CC=C1)C(F)(F)F